(4-METHOXY-3-([PROPAN-2-YL(PROPYL)AMINO]METHYL)PHENYL)BORANEDIOL COC1=C(C=C(C=C1)B(O)O)CN(CCC)C(C)C